N1=C(C=CC=C1)C1OC(=C(C1=O)O)N 2-(2-pyridinyl)-5-amino-4-hydroxy-3(2H)-furanone